C(C)(C)(C)OC(=O)N1C[C@H](CC1)NCC(=O)OCC1=CC=CC=C1 (S)-3-(((benzyloxycarbonyl)methyl)amino)pyrrolidine-1-carboxylic acid tert-butyl ester